C1(CCCCC1)CC(=O)O[C@@H]1[C@H](O[C@@]([C@@H]1O)(C#N)C1=CC=C2C(=NC=NN21)N)COC(CC2(CCCCC2)NC(=O)OC(C)(C)C)=O (2R,3S,4R,5R)-5-(4-aminopyrrolo[2,1-f][1,2,4]triazin-7-yl)-2-((2-(1-((tert-butoxycarbonyl)amino)cyclohexyl)acetoxy)methyl)-5-cyano-4-hydroxytetrahydrofuran-3-yl 2-cyclohexylacetate